methyl 6-{3-azabicyclo[3.1.0]hexan-3-yl}-2-(trifluoromethoxy)pyridine-3-carboxylate C12CN(CC2C1)C1=CC=C(C(=N1)OC(F)(F)F)C(=O)OC